ethyl heneicosanoate C(CCCCCCCCCCCCCCCCCCCC)(=O)OCC